ClC=1C=CC=C2C=C(C=C(C12)C1=CC=C2C(=NC(=NC2=C1F)OC[C@]12CCCN2C[C@@H](C1)F)N1C[C@@H](NCC1)CC#N)O 2-((S)-4-(7-(8-chloro-3-hydroxynaphthalen-1-yl)-8-fluoro-2-(((2R,7aS)-2-Fluorotetrahydro-1H-pyrrolizine-7a(5H)-yl)methoxy)quinazolin-4-yl)piperazin-2-yl)acetonitrile